2-(4,4-difluoropiperidin-1-yl)-6-methoxy-N-methyl-N-(5-methyl-1H-pyrazol-3-yl)-7-(3-(pyrrolidin-1-yl)propoxy)quinazolin-4-amine FC1(CCN(CC1)C1=NC2=CC(=C(C=C2C(=N1)N(C1=NNC(=C1)C)C)OC)OCCCN1CCCC1)F